FC(C(=O)[O-])(F)F.FC(C(=O)[O-])(F)F.[Zn+2] zinc bis(trifluoroacetate)